CC(C(=O)OC=1COC(C1[Se]C1=CC=CC=C1)C1=CC(=CC=C1)OC)CC (5-m-methoxyphenyl-4-(phenylseleno)-2,5-dihydrofuran-3-yl) methylbutanoate